FC1(CCN(CC1)C=1SC=C(N1)C=1N=NN(C1)C1=C(C=C(C=C1)C(CO)S(=O)(=O)N)N1CCC2(CC2)CC1)F (4-(4-(2-(4,4-difluoropiperidin-1-yl)thiazol-4-yl)-1H-1,2,3-triazol-1-yl)-3-(6-azaspiro[2.5]oct-6-yl)phenyl)-2-hydroxyethane-1-sulfonamide